CN(C1CCC(CC1)NC=1N=CC2=C(N1)N(C(C(=C2)C2=CC(=C(C(=C2)F)NS(=O)(=O)CC2=CC=CC=C2)F)=O)C(C)C)C N-(4-(2-(((1r,4r)-4-(dimethylamino)cyclohexyl)amino)-8-isopropyl-7-oxo-7,8-dihydropyrido[2,3-d]-pyrimidin-6-yl)-2,6-difluorophenyl)-1-phenylmethanesulfonamide